tert-Butyl 2-(aminomethyl)-7-azaspiro[3.5]nonane-7-carboxylate NCC1CC2(C1)CCN(CC2)C(=O)OC(C)(C)C